FC1=C(C(=CC=C1)F)C=1C(=C2C(=NC1)N(C(N2)=O)[C@@H](CS(=O)(=O)C)C2=NC(=C(C=C2)OC)OCC)C (R)-(S)-6-(2,6-difluorophenyl)-3-(1-(6-ethoxy-5-methoxypyridin-2-yl)-2-(methylsulfonyl)ethyl)-7-methyl-1H-imidazo[4,5-b]pyridin-2(3H)-one